COC1=CC=C(CN(CCCC2CCC3(CCNCC3)CC2)C)C=C1 N-(4-methoxybenzyl)-N-methyl-3-(3-azaspiro[5.5]undecan-9-yl)propan-1-amine